6-Chloro-3-cyclopropyl-2-(4-(trifluoromethyl)pyrimidin-5-yl)-3H-imidazo[4,5-b]pyridin ClC=1C=C2C(=NC1)N(C(=N2)C=2C(=NC=NC2)C(F)(F)F)C2CC2